O(C(=O)C)CCC(C(=O)[O-])Cl 4-acetoxyl-2-chlorobutyrate